CN1C[C@@H](CC1)OC(C(OC1=CC=C(C=C1)OC)C1=C(C=CC=C1)Br)=O 2-(2-bromophenyl)-2-(4-methoxyphenoxy)acetic acid-(R)-1-methylpyrrolidin-3-yl ester